C12NCC(C1N1CC(N(C=3C=NC=4C(=C(C(=CC4C31)CCC#N)C3=CC(=CC1=CC=CC=C31)O)F)CC(=O)N)=O)C2 2-(1-((endo)-2-azabicyclo[2.1.1]hexan-5-yl)-9-(2-cyanoethyl)-7-fluoro-8-(3-hydroxynaphthalen-1-yl)-3-oxo-2,3-dihydropyrazino[2,3-c]quinolin-4(1H)-yl)acetamide